CC(C)OCCOCC1=CC=C(OCC(CNC(C)C)O)C=C1 1-[4-[[2-(1-methylethoxy)ethoxy]methyl]phenoxy]-3-[(1-methylethyl)amino]-2-propanol